tris{2-(1-ethoxyethoxy)ethyl}amine C(C)OC(C)OCCN(CCOC(C)OCC)CCOC(C)OCC